5-(2-fluoro-6-hydroxy-3-(1-((1-hydroxycyclobutyl)methyl)-1H-pyrazol-4-yl)phenyl)-1,2,5-thiadiazolidin-3-one 1,1-dioxide FC1=C(C(=CC=C1C=1C=NN(C1)CC1(CCC1)O)O)N1CC(NS1(=O)=O)=O